COC=1C=C(C=C(C1OC)OC)/C=C/C=C/C(=O)OCC Ethyl (2E,4E)-5-(3,4,5-trimethoxyphenyl)penta-2,4-dienoate